BrC1C(C2=CC=CC=C2C(C1)=O)=O 2-bromo-2,3-dihydro-1,4-naphthoquinone